I/C=C/C(=O)OC Methyl (E)-3-iodoacrylate